F[C@@H]1C[C@@H](CNC1)NC(OC(C)(C)C)=O tert-butyl N-[(3S,5R)-5-fluoro-3-piperidyl]carbamate